ethyl (Z)-3-((3-butyl-7-(ethylthio)-2-(4-methoxybenzyl)-1,1-dioxido-5-phenyl-2,3,4,5-tetrahydro-1,2,5-benzothiadiazepin-8-yl)oxy)-2-fluoroacrylate C(CCC)C1N(S(C2=C(N(C1)C1=CC=CC=C1)C=C(C(=C2)O\C=C(\C(=O)OCC)/F)SCC)(=O)=O)CC2=CC=C(C=C2)OC